N-(propoxy)-4-((4-((2-(dimethylphosphoryl)phenyl)amino)-5-(trifluoromethyl)pyrimidin-2-yl)amino)benzamide C(CC)ONC(C1=CC=C(C=C1)NC1=NC=C(C(=N1)NC1=C(C=CC=C1)P(=O)(C)C)C(F)(F)F)=O